2-(3-Hydroxyphenyl)-1H-benzo[d]imidazole OC=1C=C(C=CC1)C1=NC2=C(N1)C=CC=C2